(5-(3-chloro-5-(trifluoromethyl)phenyl)-5-(trifluoromethyl)-4,5-dihydroisoxazol-3-yl)-1-naphthoic acid ClC=1C=C(C=C(C1)C(F)(F)F)C1(CC(=NO1)C1=C(C2=CC=CC=C2C=C1)C(=O)O)C(F)(F)F